O=C1NC(CCC1N(C=1C=C(C=CC1)N1CCC(CC1)(O)CC(=O)OC(C)(C)C)C)=O tert-butyl 2-[1-[3-[(2,6-dioxo-3-piperidyl)-methyl-amino]phenyl]-4-hydroxy-4-piperidyl]acetate